2-Amino-7-fluoro-4-(5-fluoro-3-((R)-3-((S)-3-(methoxymethyl)-4-methylpiperazin-1-yl)pyrrolidin-1-yl)-7,9-dihydrofuro[3,4-f]quinazolin-6-yl)thieno[3,2-c]pyridine-3-carbonitrile NC1=C(C=2C(=NC=C(C2S1)F)C=1C2=C(C=3C=NC(=NC3C1F)N1C[C@@H](CC1)N1C[C@H](N(CC1)C)COC)COC2)C#N